ClC=1C(=C(C=CC1F)[C@@H](NC(=O)N1[C@@H](C(NCC1)=O)C)[C@@H]1C[C@H](C1)OC(F)F)F |o1:8| (2R)-N-((S or R)-(3-chloro-2,4-difluoro-phenyl)(trans-3-(difluoro-methoxy)cyclobutyL)-methyl)-2-methyl-3-oxopiperazine-1-carboxamide